5-(2'-ethyl-2-fluorobiphenyl-4-yl)-3,6-dihydro-2H-1,3,4-oxadiazin-2-one C(C)C1=C(C=CC=C1)C1=C(C=C(C=C1)C1=NNC(OC1)=O)F